ClC=1C=CC(=C(CN2CCC(CC2)N(C)C)C1)OCC 1-(5-chloro-2-ethoxybenzyl)-N,N-dimethylpiperidin-4-amine